3-(1-(1-(Quinolin-2-ylmethyl)-1H-indole-7-carboxamido)cyclopropyl)bicyclo[1.1.1]pentane-1-carboxylic Acid N1=C(C=CC2=CC=CC=C12)CN1C=CC2=CC=CC(=C12)C(=O)NC1(CC1)C12CC(C1)(C2)C(=O)O